ClC=1C=C(C(=NC1)C)N[C@@H](C)C1=CC=C(S1)C(=O)N[C@H](C(=O)NCC)CC1CCCCC1 (2S)-2-({5-[(1S)-1-[(5-chloro-2-methylpyridin-3-yl)amino]ethyl]thiophen-2-yl}formamido)-3-cyclohexyl-N-ethylpropanamide